ClC1=CC=C(C=C1)C(CC(=S)N1CCN(CC1)C(=O)OC(C)(C)C)=O tert-butyl 4-[3-(4-chlorophenyl)-3-oxo-propanethioyl]piperazine-1-carboxylate